1-(3-(cyanomethyl)piperazin-1-yl)-3-(((S)-1-methylpyrrolidin-2-yl)methoxy)-6-(naphthalen-1-yl)-5,6,7,8-tetrahydro-2,6-naphthyridine-4-carbonitrile hydrochloride Cl.C(#N)CC1CN(CCN1)C1=NC(=C(C=2CN(CCC12)C1=CC=CC2=CC=CC=C12)C#N)OC[C@H]1N(CCC1)C